3-(1-aminoisoquinolin-4-yl)-6-(trifluoromethyl)quinazoline-2,4(1H,3H)-dione NC1=NC=C(C2=CC=CC=C12)N1C(NC2=CC=C(C=C2C1=O)C(F)(F)F)=O